N1C(=NC2=C1C=CC=C2)C(C)NC(=O)[C@H](CC(N2[C@@H](CCC2)C2=CC=CC=C2)=O)NC(=O)C2CC(C2)C N-[(1S)-1-[1-(1H-benzimidazol-2-yl)ethylcarbamoyl]-3-oxo-3-[(2S)-2-phenylpyrrolidin-1-yl]propyl]-3-methyl-cyclobutanecarboxamide